CC=1OC=CC1SSC1=C(OC=C1)C bis(2-methyl-3-furyl)disulfide